N-(2-(3,3-difluorocyclobutyl)acetyl)-D-serine methyl ester COC([C@H](NC(CC1CC(C1)(F)F)=O)CO)=O